N-(4-iodophenyl)aminosulfonylguanidine IC1=CC=C(C=C1)NS(=O)(=O)NC(=N)N